6-(4-Chloro-1-(4-(cyclopent-1-en-1-yl)-3-fluorobenzyl)-1H-indazol-7-carboxamido)spiro-[3.3]heptan ClC1=C2C=NN(C2=C(C=C1)C(=O)NC1CC2(CCC2)C1)CC1=CC(=C(C=C1)C1=CCCC1)F